BrC=1C=CC2=C(N(C(O2)=O)CCOC)C1 5-bromo-3-(2-methoxyethyl)benzo[d]oxazol-2(3H)-one